1-dimethylamino-3,3,5,5,7,7,9,9,9-nonamethylpentasiloxane CN([SiH2]O[Si](O[Si](O[Si](O[Si](C)(C)C)(C)C)(C)C)(C)C)C